((benzyloxy)carbonyl)-L-alanine 3,3-difluoropiperidin-4-yl ester FC1(CNCCC1OC([C@@H](NC(=O)OCC1=CC=CC=C1)C)=O)F